FC1=C(C(=O)NCCNC=2C3=C(N=CN2)N(C=C3)C(=O)OC(C)(C)C)C(=C(C(=C1F)F)F)SC tert-butyl 4-((2-(2,3,4,5-tetrafluoro-6-(methylthio) benzamido)ethyl)amino)-7H-pyrrolo[2,3-d]pyrimidine-7-carboxylate